Benzaldehyde Phenylhydrazone C1(=CC=CC=C1)NN=CC1=CC=CC=C1